BrC=1C=CC=C2[C@@](CCOC12)(C(=O)OCC1=CC=CC=C1)C benzyl (4R)-8-bromo-4-methyl-chromane-4-carboxylate